ClC1=C(C=C2C(=CNC2=C1)CCCNC(C)=O)OC N-[(2R)-(6-Chloro-5-methoxy-1H-indol-3-yl)propyl]acetamide